(4-Ethyl-3-(hydroxymethyl)-5-oxo-4,5-dihydro-1H-1,2,4-triazol-1-yl)-3-fluoro-6-(2-fluoro-5-methylphenyl)-8-isopropyl-1,6-naphthyridin-5(6H)-one C(C)N1C(=NN(C1=O)C1=NC=2C(=CN(C(C2C=C1F)=O)C1=C(C=CC(=C1)C)F)C(C)C)CO